C1[C@@H](C(=O)N1[C@H](C2=CC=C(C=C2)O)C(=O)O)NC(=O)[C@@H](C3=CC=C(C=C3)OCC[C@@H](C(=O)O)N)N The molecule is a monobactam that is produced by Nocardia uniformis subsp. tsuyamanensis. It has a role as a bacterial metabolite. It is a monobactam, a member of phenols, a dicarboxylic acid and a non-proteinogenic L-alpha-amino acid. It derives from a L-homoserine. It is a tautomer of an isonocardicin C dizwitterion.